IC1=NN(C=C1CN1N=CC(=C1)C#N)C 1-((3-iodo-1-methyl-1H-pyrazol-4-yl)methyl)-1H-pyrazole-4-carbonitrile